pentafluoro-3-bromo-1,2-epoxypropane FC(C1(C(O1)(F)F)F)(Br)F